4-(8-(((R)-1-(3-(difluoromethyl)-2-fluorophenyl)ethyl)carbamoyl)-2,2-dimethyl-2,3-dihydroimidazo[1,2-b]pyridazin-6-yl)cyclohex-3-en-1-yl cyclopropylcarbamate C1(CC1)NC(OC1CC=C(CC1)C=1C=C(C=2N(N1)CC(N2)(C)C)C(N[C@H](C)C2=C(C(=CC=C2)C(F)F)F)=O)=O